4-(2-methoxy-4-methylphenoxy)piperidine COC1=C(OC2CCNCC2)C=CC(=C1)C